(S)-pyrrolidin-3-amine N1C[C@H](CC1)N